[Si](O)(O)(O)O.C=1(O)C(O)=CC=CC1.C=1(O)C(O)=CC=CC1.C=1(O)C(O)=CC=CC1 tri-catechol silicate